N-[1-[4-chloro-3-(4-methyl-sulfanylpyrazol-1-yl)-2-pyridyl]ethyl]-3,5-bis(trifluoromethyl)benzamide ClC1=C(C(=NC=C1)C(C)NC(C1=CC(=CC(=C1)C(F)(F)F)C(F)(F)F)=O)N1N=C(C(=C1)C)S